7-chloro-1H-pyrazolo[4,3-C]pyridine ClC=1C2=C(C=NC1)C=NN2